CC1(OC2=CC(=C3C(=C2C2C1CCC(=C2)C)OCOC3=O)CCCCC)C 8,8,11-trimethyl-5-pentyl-8a,9,10,12a-tetrahydro-4H,8H-benzo[c][1,3]dioxino[4,5-f]chromen-4-one